(2S)-4-[2-[2-(2-azidoethoxy)ethoxy]ethoxy]-2-[(5-chloro-2-oxo-1H-pyrimidin-4-yl)sulfanyl]-N-[(1R)-1-(2-fluoro-4-methoxy-phenyl)ethyl]butanamide N(=[N+]=[N-])CCOCCOCCOCC[C@@H](C(=O)N[C@H](C)C1=C(C=C(C=C1)OC)F)SC1=NC(NC=C1Cl)=O